COC(C(=O)N1C(CCC(C1)C)C=1C=C2CC(NC2=CC1)=O)=O 2-(5-Methyl-2-(2-oxoindolin-5-yl)piperidin-1-yl)-2-oxoacetic acid methyl ester